C1(CC1)COC1=C(C=C(C=N1)NS(=O)(=O)CC)C=1C2=C(C(N(C1)C)=O)OC=C2 N-[6-(cyclopropylmethoxy)-5-(6-methyl-7-oxofuro[2,3-c]pyridin-4-yl)pyridin-3-yl]ethanesulfonamide